C1(=CC=CC=C1)CC(=O)O[C@@H]1[C@](O[C@H](C1)N1C2=NC(=NC(=C2N=C1)N)F)(CO)C#C (2R,3S,5R)-5-(6-amino-2-fluoro-9H-purin-9-yl)-2-ethynyl-2-(hydroxymethyl)tetrahydrofuran-3-yl 2-phenylacetate